(S)-3-(pyridin-3-ylmethyl)isoxazolidine N1=CC(=CC=C1)C[C@@H]1NOCC1